FC[C@]1([C@H](C[C@@H](O1)N1C(NC(C(=C1)OC)=O)=O)O)CO 1-((2R,4S,5R)-5-(fluoromethyl)-4-hydroxy-5-(hydroxymethyl)tetrahydrofuran-2-yl)-5-methoxypyrimidine-2,4(1H,3H)-dione